BrC=1C=C(C(=NC1)C(=O)N[C@H](C(=O)N(C)OC)C)Cl (S)-5-bromo-3-chloro-N-(1-(methoxy(methyl)amino)-1-oxopropan-2-yl)picolinamide